1-[(4aS,8aR)-4-[6-[2-hydroxy-6-methyl-4-(trifluoromethyl)phenyl]pyridazin-3-yl]-3,4a,5,7,8,8a-hexahydro-2H-pyrido[4,3-b][1,4]oxazin-6-yl]ethanone OC1=C(C(=CC(=C1)C(F)(F)F)C)C1=CC=C(N=N1)N1[C@@H]2[C@H](OCC1)CCN(C2)C(C)=O